C(C(C)(C)C)(=O)OC1CC(C1)(O)C1=NC=C(C=C1F)Br 3-(5-bromo-3-fluoropyridin-2-yl)-3-hydroxycyclobutyl pivalate